tert-butyl (2S)-1-[5-[2-amino-4-[ethoxy(propyl)carbamoyl]-3H-1-benzazepin-8-yl]pyridine-2-carbonyl]pyrrolidine-2-carboxylate NC1=NC2=C(C=C(C1)C(N(CCC)OCC)=O)C=CC(=C2)C=2C=CC(=NC2)C(=O)N2[C@@H](CCC2)C(=O)OC(C)(C)C